C(C)S(=O)(=O)OC1=C(C=CC=C1)NC(=O)NC1=CC=C(C=C1)OS(=O)(=O)CC N-[2-(ethanesulfonyloxy)phenyl]-N'-[4-(ethanesulfonyloxy)phenyl]urea